3,5,3,5-Tetramethylbenzidine CC1(CC(=CC(C1N)(C)C)C1=CC=C(N)C=C1)C